Chloroboran 2-(3-amino-2-chloroquinolin-4-yl)-1-(4-(pyrrolidin-1-ylmethyl)phenyl)hydrazine-1-carboxylate NC=1C(=NC2=CC=CC=C2C1NN(C(=O)O)C1=CC=C(C=C1)CN1CCCC1)Cl.ClB